CSC1=CC=C(C=C1)C(=O)C2=CC=CC=C2C(=O)O 2-((4-methylthio)benzoyl)benzoic acid